2-(difluoromethyl)-N-((3R)-1,1,3-trimethylindan-4-yl)pyridine FC(C1N(C=CC=C1)C1=C2[C@@H](CC(C2=CC=C1)(C)C)C)F